S1CCCSCCC1 1,5-dithiacyclooctane